2,2'-[1,3-phenylenebis(methyleneoxy[1,1'-binaphthalene]-2',2-diyloxy)]di(ethan-1-ol) C1(=CC(=CC=C1)COC1=C(C2=CC=CC=C2C=C1)C1=C(C=CC2=CC=CC=C12)OCCO)COC1=C(C2=CC=CC=C2C=C1)C1=C(C=CC2=CC=CC=C12)OCCO